C(C)NC=1C=2N=CN([C@H]3C[C@H](O)[C@@H](CO)O3)C2N=CN1 N6-ethyldeoxyadenosine